4'-(naphthalen-1-yl)-N-phenyl-[1,1'-biphenyl]-4-amine C1(=CC=CC2=CC=CC=C12)C1=CC=C(C=C1)C1=CC=C(C=C1)NC1=CC=CC=C1